N6-[2-Fluoro-4-(methylsulfonyl)phenyl]-3-(1H-indazol-4-yl)-1-isopropyl-1H-pyrazolo[3,4-d]pyrimidin-4,6-diamin FC1=C(C=CC(=C1)S(=O)(=O)C)NC1=NC(=C2C(=N1)N(N=C2C2=C1C=NNC1=CC=C2)C(C)C)N